C(C=C)N1N(C2=NC(=NC=C2C1=O)NC=1C=C2N=CC=NC2=CC1)C1=NC(=CC=C1)OC1CCNCC1 2-allyl-1-[6-(4-piperidyloxy)-2-pyridyl]-6-(6-quinoxalinylamino)-1,2-dihydro-3H-1,2,5,7-tetraazainden-3-one